FC1CC(N(C1)C(COC1=C(C=CC=C1)C)=O)C(=O)NC(C1=CC=C(C=C1)C(C)C)C1=CC=CC=C1 4-fluoro-1-[2-(2-methylphenoxy)acetyl]-N-{phenyl-[4-(prop-2-yl)phenyl]methyl}pyrrolidine-2-carboxamide